naphthalene-1-yltrifluoromethanesulfonic acid C1(=CC=CC2=CC=CC=C12)OS(=O)(=O)C(F)(F)F